N-(1-(2-(cyclopropanesulfonamido)thiazol-4-yl)propyl)-4-(6-(trifluoromethyl)pyrazin-2-yl)benzamide C1(CC1)S(=O)(=O)NC=1SC=C(N1)C(CC)NC(C1=CC=C(C=C1)C1=NC(=CN=C1)C(F)(F)F)=O